O(O)O.[Fe+3] iron(III) oxyhydroxide